C1(CC1)NC=1C=C(C=CC1C(=O)OC)C1N(CCN(C1)CCC(F)(F)F)CC1=C2C=CN(C2=C(C=C1OC)C)C(=O)[O-] 4-((2-(3-(cyclopropylamino)-4-(methoxycarbonyl)phenyl)-4-(3,3,3-trifluoropropyl)piperazin-1-yl)methyl)-5-methoxy-7-methyl-1H-indole-1-carboxylate